ethyl 6-(4-formylphenoxy)hexanoate C(=O)C1=CC=C(OCCCCCC(=O)OCC)C=C1